(2S,3S)-5-[6-(difluoromethyl)-5-methyl-3-pyridyl]-2,3-dimethyl-2,3-dihydro-1,4-benzoxazepine FC(C1=C(C=C(C=N1)C1=N[C@H]([C@@H](OC2=C1C=CC=C2)C)C)C)F